ClC=1C(=NC=C(C1)C(F)(F)F)N1C[C@@H]([C@@H](CC1)F)NC(OC(C)(C)C)=O tert-butyl ((3S,4R)-1-(3-chloro-5-(trifluoromethyl)pyridin-2-yl)-4-fluoropiperidin-3-yl)carbamate